C(C)(C)(C)[Si](OC[C@@H]1CC[C@H](CC1)OCC#C)(C)C Trans-tert-butyl-dimethyl-[(4-prop-2-ynoxycyclohexyl)methoxy]silane